C([O-])([O-])=O.[K+].[Cu+2] copper-potassium carbonate